ONC(=O)C=1C(=C(C=CC1)C#CC1=CC=C(C=C1)NC(=O)NC=1C=NC=CC1)C1=CC=CC=C1 N-hydroxy-6-((4-(3-(pyridine-3-yl)ureido)phenyl)ethynyl)-[1,1'-biphenyl]-2-carboxamide